N-{2-[2-(4-fluorophenyloxy)-5-(7-methyl-9H-carbazol-3-ylmethoxy)benzylamino]ethyl}acetamide FC1=CC=C(C=C1)OC1=C(CNCCNC(C)=O)C=C(C=C1)OCC=1C=CC=2NC3=CC(=CC=C3C2C1)C